COC1=CC=C(CN2C(C=3C=C(C=NC3C=C2)C(=O)OC)=O)C=C1 methyl 6-(4-methoxybenzyl)-5-oxo-5,6-dihydro-1,6-naphthyridine-3-carboxylate